3-chloro-N-[(4,6-dimethoxypyrimidin-2-yl)carbamoyl]-1-methyl-4-(5-methyl-5,6-dihydro-1,4,2-dioxazin-3-yl)-1H-pyrazole-5-sulfonamide ClC1=NN(C(=C1C1=NOCC(O1)C)S(=O)(=O)NC(NC1=NC(=CC(=N1)OC)OC)=O)C